C1CCC2=C(C=CC=C12)N1N=C(C2=NC=C(C=C21)OC)C=2C=NN(C2)C2CN(C2)C (2,3-dihydro-1H-inden-4-yl)-6-methoxy-3-(1-(1-methylazetidin-3-yl)-1H-pyrazol-4-yl)-1H-pyrazolo[4,3-b]pyridine